C(#N)C=1C=C(C=C(C1C(=O)OC)OC)N1CC(C1)N1CCN(CC1)C(=O)OC(C)(C)C tert-butyl 4-[1-(3-cyano-5-methoxy-4-methoxycarbonyl-phenyl)azetidin-3-yl]piperazine-1-carboxylate